2-(2-hydroxyethyl)-1H,2H,3H,4H-pyrazino[1,2-b]indazol-1-one OCCN1C(C=2N(N=C3C=CC=CC23)CC1)=O